epoxyheptyl vinyl ether C(=C)OCCCCCC1CO1